3-(2,6-dimethylphenyl)-6-[(2-hydroxy-6-oxocyclohexane-1-en-1-yl)carbonyl]-1-methyl-quinazoline-2,4(1H,3H)-dione CC1=C(C(=CC=C1)C)N1C(N(C2=CC=C(C=C2C1=O)C(=O)C1=C(CCCC1=O)O)C)=O